8-(1-benzofuran-2-yl)-7-cyclobutyl-2-oxo-1H-quinoline-3-carboxylic acid O1C(=CC2=C1C=CC=C2)C=2C(=CC=C1C=C(C(NC21)=O)C(=O)O)C2CCC2